tert-butyl 2,7-dimethyl-5,7-dihydro-4H-pyrazolo[3,4-c]pyridine-6-carboxylate CN1N=C2C(N(CCC2=C1)C(=O)OC(C)(C)C)C